methyl 1-(2-chloro-5-fluorophenyl)-8-(7-fluoro-5-(trifluoromethyl)-1H-benzo[d]imidazol-2-yl)-3-oxo-1,2,3,4-tetrahydropyrrolo[1,2-a]pyrazine-6-carboxylate ClC1=C(C=C(C=C1)F)C1C=2N(CC(N1)=O)C(=CC2C2=NC1=C(N2)C(=CC(=C1)C(F)(F)F)F)C(=O)OC